4-(10-(trifluoromethyl)-4,7-bis(4-(trifluoromethyl)phenyl)indeno[1,2,3-cd]perylene-3-yl)butanoic acid FC(C=1C=C2C(=CC1)C1=CC=C3C=4C=CC(=C5C(=CC=C(C=6C(=CC2=C1C63)C6=CC=C(C=C6)C(F)(F)F)C54)C5=CC=C(C=C5)C(F)(F)F)CCCC(=O)O)(F)F